C(COCCOCCOCC=O)=O 3,6,9-trioxaundecane-1,11-dial